(E)-N-(3-((5-(4-bromo-3-fluorophenyl)-2-((1-methyl-1H-pyrazol-4-yl)amino)pyrimidin-4-yl)amino)-4-fluorophenyl)-4-(piperidin-1-yl)but-2-enamide BrC1=C(C=C(C=C1)C=1C(=NC(=NC1)NC=1C=NN(C1)C)NC=1C=C(C=CC1F)NC(\C=C\CN1CCCCC1)=O)F